2-(2-Methoxyphenyl)-1-(4-(5-(7-(1-methyl-1H-pyrazol-4-yl)quinazolin-5-yl)pyridin-2-yl)piperazin-1-yl)ethan-1-one COC1=C(C=CC=C1)CC(=O)N1CCN(CC1)C1=NC=C(C=C1)C1=C2C=NC=NC2=CC(=C1)C=1C=NN(C1)C